FC1(CC(C1)C(=O)NC=1C=CC(=NC1)C=1N=NN(C1C(=O)OC)C)F methyl 4-(5-(3,3-difluorocyclobutane-1-carboxamido)pyridin-2-yl)-1-methyl-1H-1,2,3-triazole-5-carboxylate